2-[[5-ethylsulfonyl-2-methyl-6-[3-methyl-6-(trifluoromethyl)imidazo[4,5-b]pyridin-2-yl]-3-pyridyl]oxy]-2-methyl-propanenitrile C(C)S(=O)(=O)C=1C=C(C(=NC1C1=NC=2C(=NC=C(C2)C(F)(F)F)N1C)C)OC(C#N)(C)C